CC1=CC=C(C=C1)S(=O)(=O)NC(OCCC1=NC=C(C=C1)N1C(=NC2=C1C=C(C(=C2)C(F)(F)F)Cl)CC)=O 2-{5-[6-chloro-2-ethyl-5-(trifluoromethyl)-1H-benzimidazol-1-yl]-2-pyridinyl}ethyl (4-methylphenyl)sulfonylcarbamate